7-((3aR,3bR,4aS,5R,5aS)-2,2-dimethyl-3b-(2-(3-methylimidazo[1,2-a]pyridin-7-yl)ethyl)hexahydrocyclopropa[3,4]cyclopenta[1,2-d][1,3]dioxol-5-yl)-7H-pyrrolo[2,3-d]pyrimidin-4-amine CC1(O[C@H]2[C@@H](O1)[C@@H]([C@@H]1[C@]2(C1)CCC1=CC=2N(C=C1)C(=CN2)C)N2C=CC1=C2N=CN=C1N)C